N[C@@H]1CN(CC1)C1=NC(=CC=C1C=1C=NC(=CC1)C)N1CC=2C(=NC=CC2C1=O)C1=C(C=CC=C1OC)F 2-(2-((S)-3-aminopyrrolidin-1-yl)-6'-methyl-[3,3'-bipyridinyl]-6-yl)-4-(2-fluoro-6-methoxyphenyl)-2,3-dihydro-1H-pyrrolo[3,4-c]pyridin-1-one